N-(amino(4-(2-hydroxypropan-2-yl)thiophen-2-yl)(oxo)-λ6-sulfaneylidene)-2-(4,6-diisopropyl-1,3-dihydroisobenzofuran-5-yl)acetamide NS(=NC(CC=1C(=C2COCC2=CC1C(C)C)C(C)C)=O)(=O)C=1SC=C(C1)C(C)(C)O